(3,4-dichlorophenyl)naphtho[2,3-d]Oxazol-2-amine ClC=1C=C(C=CC1Cl)C1=C2C=CC=CC2=CC2=C1N=C(O2)N